2-ethylhexyl (2-ethylhexyl) phosphonate P(OCC(CCCC)CC)(OCC(CCCC)CC)=O